N-ethyl-2-(7-fluoro-5-methoxy-1-((2-(trimethylsilyl)ethoxy)methyl)-1H-indazol-3-yl)-N-methylethan-1-amine C(C)N(CCC1=NN(C2=C(C=C(C=C12)OC)F)COCC[Si](C)(C)C)C